C[Si](CCOCN1N=CC(=C1)CN)(C)C 1-(1-{[2-(trimethylsilyl)ethoxy]methyl}-1H-pyrazol-4-yl)methylamine